tert-butyl [7-fluoro-2-(methylsulfanyl)-4,5-dihydro-3H-1-benzazepin-4-yl]carbamate FC=1C=CC2=C(CC(CC(=N2)SC)NC(OC(C)(C)C)=O)C1